C(C1=CC=CC=C1)NC1=CC=C2C(=NN(C2=C1F)C)C=1C(=NC(=CC1)OCC1=CC=CC=C1)OCC1=CC=CC=C1 N-benzyl-3-(2,6-bis(benzyloxy)pyridin-3-yl)-7-fluoro-1-methyl-1H-indazol-6-amine